dibutyl-amine formate C(=O)O.C(CCC)NCCCC